acrylic acid oleate C(CCCCCCC\C=C/CCCCCCCC)(=O)O.C(C=C)(=O)O